(S)-2-((5-cyclopropylpyrimidin-2-yl)amino)-4-((2-((6-methylpyridin-3-yl)oxy)ethyl)(4-(5,6,7,8-tetrahydro-1,8-naphthyridin-2-yl)butyl)amino)butanoic acid C1(CC1)C=1C=NC(=NC1)N[C@H](C(=O)O)CCN(CCCCC1=NC=2NCCCC2C=C1)CCOC=1C=NC(=CC1)C